3-methoxy-N-(3-methyl-4-((5-(trifluoromethyl)thiazol-2-yl)oxy)phenyl)cyclobutane-1-carboxamide COC1CC(C1)C(=O)NC1=CC(=C(C=C1)OC=1SC(=CN1)C(F)(F)F)C